trans-3-((Cyclopropylmethyl)amino)-5-(4-hydroxy-4-methylcyclohexyl)-8-((4-(pyrrolidin-1-yl)piperidin-1-yl)methyl)pyrimido[4,5-c]isoquinolin-6(5H)-one C1(CC1)CNC=1N=CC2=C(N(C(C=3C=C(C=CC23)CN2CCC(CC2)N2CCCC2)=O)C2CCC(CC2)(C)O)N1